CN1N=C(C(=C1)C=1C=C2CCC(N(C2=CC1NC1=C(C(C(=O)OC)=CC=C1)C(=O)OC)C)=O)C dimethyl 3-((6-(1,3-dimethyl-1H-pyrazol-4-yl)-1-methyl-2-oxo-1,2,3,4-tetrahydroquinolin-7-yl)amino)phthalate